FC1=CC=C(C=C1)CC(=O)N1CC(N(CC1)C1=CC(=CC(N1)=O)N1[C@@H](COCC1)C)C(F)(F)F 6-[4-[2-(4-fluorophenyl)acetyl]-2-(trifluoromethyl)piperazin-1-yl]-4-[(3R)-3-methylmorpholin-4-yl]-1H-pyridin-2-one